CC1(CCN(CC1)C1=NC2=C(C=C(C=C2C(N1C)=O)C)[C@@H](C)NS(=O)(=O)C(C)(C)C)C N-((R)-1-(2-(4,4-dimethylpiperidin-1-yl)-3,6-dimethyl-4-oxo-3,4-dihydroquinazolin-8-yl)ethyl)-2-methylpropane-2-sulfonamide